C(C)(C)(C)OC(=O)N1CCC(CC1)C1CCNCC1 1-(t-butoxycarbonyl)-4,4'-bipiperidine